(S)-5-(2-((tert-butyldimethylsilyl)oxy)ethyl)pyrrolidin-2-one [Si](C)(C)(C(C)(C)C)OCC[C@@H]1CCC(N1)=O